C1(=CC=CC=C1)S(=O)(=O)N1CC2=CC=C(C=C2C1)/C=C/[C@@H](CCOC1=C(C=CC=C1)CCC(=O)O)O 3-[2-[(E,3R)-5-[2-(Benzenesulfonyl)-1,3-dihydroisoindol-5-yl]-3-hydroxypent-4-enoxy]phenyl]Propanoic Acid